(R)-8-acetyl-6-cyclopropyl-2-methyl-4-((1-(2-methyl-3-(trifluoromethyl)phenyl)ethyl)amino)-2,6-dihydropyrido[3,4-d]pyridazine-1,7-dione C(C)(=O)C=1C(N(C=C2C(=NN(C(C21)=O)C)N[C@H](C)C2=C(C(=CC=C2)C(F)(F)F)C)C2CC2)=O